2-(2,6-Dioxopiperidin-3-yl)-5-fluoroisoindoline-1,3-dione O=C1NC(CCC1N1C(C2=CC=C(C=C2C1=O)F)=O)=O